[3-(4-ethyl-5-fluoro-6-oxo-1,6-dihydropyrimidin-2-yl)-2-fluoro-4-(trifluoromethyl)benzyl]-1-[5-(trifluoromethyl)pyridin-2-yl]piperidine-4-carboxamide C(C)C=1N=C(NC(C1F)=O)C=1C(=C(CC2N(CCC(C2)C(=O)N)C2=NC=C(C=C2)C(F)(F)F)C=CC1C(F)(F)F)F